Heptylmannose C(CCCCCC)C(=O)[C@@H](O)[C@@H](O)[C@H](O)[C@H](O)CO